C(C)(C)C1=CC(=NN1)C(=O)N1C[C@H]2C([C@H]2C1)C(=O)OCC ethyl (1R,5S,6r)-3-[(5-isopropyl-1H-pyrazol-3-yl) carbonyl]-3-azabicyclo[3.1.0]hexane-6-carboxylate